2-(2,8-dimethylimidazo[1,2-b]pyridazin-6-yl)-6-(piperidin-4-yl)thiazolo[4,5-d]pyrimidin-7(6H)-one CC=1N=C2N(N=C(C=C2C)C=2SC3=C(N=CN(C3=O)C3CCNCC3)N2)C1